FC1=C(C=CC=C1F)C1=C2C=3CC(CCC3NC2=C(C=C1)C(=O)N)NC1CCN(CC1)C 5-(2,3-difluorophenyl)-3-((1-methylpiperidin-4-yl)amino)-2,3,4,9-tetrahydro-1H-carbazole-8-carboxamide